5a-campestan-3b-ol CC(C)[C@H](C)CC[C@@H](C)[C@H]1CC[C@H]2[C@@H]3CC[C@H]4C[C@H](CC[C@]4(C)[C@H]3CC[C@]12C)O